ON=CC1=CC=C(C2=CC=CC=C12)C(=O)NCC(NCC(F)(F)F)=O 4-(hydroxyiminomethyl)-N-[2-oxo-2-(2,2,2-trifluoroethylamino)ethyl]naphthalene-1-carboxamide